N[C@H](C(=O)N[C@H](C(=O)OCCOC(C)C)CC(C)C)CCC1=NC2=C(N1C)C=CC(=C2)N(CCCl)CCCl 2-Isopropoxyethyl (2S)-2-[[(2S)-2-amino-4-[5-[bis(2-chloroethyl)amino]-1-methyl-benzimidazol-2-yl]butanoyl]amino]-4-methyl-pentanoate